CC(=CCC/C(=C/CC/C(=C/[C@H]1[C@@H]([C@@]1(C)CC/C=C(\\C)/CCC=C(C)C)COP(=O)([O-])OP(=O)([O-])[O-])/C)/C)C The molecule is a triply-charged organophosphate oxoanion obtained by deprotonation of the phosphate OH groups of presqualene diphosphate. It has a role as a human metabolite. It is a conjugate base of a presqualene diphosphate.